5-((6-(4-((4-(4-(2,4-dioxotetrahydropyrimidin-1(2H)-yl)phenyl)piperazin-1-yl)methyl)piperidin-1-yl)pyridin-3-yl)amino)-3-(4-methylpiperazin-1-yl)-1,2,4-triazine-6-carboxamide O=C1N(CCC(N1)=O)C1=CC=C(C=C1)N1CCN(CC1)CC1CCN(CC1)C1=CC=C(C=N1)NC=1N=C(N=NC1C(=O)N)N1CCN(CC1)C